C(CCCCC)C1CCCCC(=O)N1 6-n-hexyl-epsilon-caprolactam